2-((3-(2-(pyridin-4-yl)acetyl)phenoxy)methyl)benzonitrile N1=CC=C(C=C1)CC(=O)C=1C=C(OCC2=C(C#N)C=CC=C2)C=CC1